COC=1C=C(C=CC1)C1=NC(=CC=C1)C1=CC(=CC=C1)OC 2,6-bis(3-methoxyphenyl)pyridine